spiro[cyclopentane-1,4'-indeno[1,2-b]pyrrole] N1C2=C(C=C1)C1(C3=CC=CC=C32)CCCC1